C1(CC1)CCN1N=C(C=2[C@@H](C(CCC12)(F)F)O)C(F)(F)F (4S)-1-(2-cyclopropylethyl)-5,5-difluoro-3-(trifluoromethyl)-4,5,6,7-tetrahydro-1H-indazol-4-ol